4-(3-(tert-butyl)-9H-carbazol-9-yl)-3-(4,6-diphenylpyrimidin-2-yl)-2,5,6-tris(5H-pyrido[3,2-b]indol-5-yl)benzonitrile C(C)(C)(C)C=1C=CC=2N(C3=CC=CC=C3C2C1)C1=C(C(=C(C#N)C(=C1N1C2=C(C=3C=CC=CC13)N=CC=C2)N2C1=C(C=3C=CC=CC23)N=CC=C1)N1C2=C(C=3C=CC=CC13)N=CC=C2)C2=NC(=CC(=N2)C2=CC=CC=C2)C2=CC=CC=C2